2-amino-N-[(3,5-difluoro-2-pyridyl)methyl]-8-methoxy-quinazoline-4-carboxamide NC1=NC2=C(C=CC=C2C(=N1)C(=O)NCC1=NC=C(C=C1F)F)OC